The molecule is a phthalazine compound having an oxo substituent at the 1-position, a 1-methylazepan-4-yl group at the 2-position and a 4-chlorobenzyl substituent at the 4-position. It has a role as a H1-receptor antagonist, an anti-allergic agent, an anti-asthmatic drug, a bronchodilator agent, a platelet aggregation inhibitor and an EC 1.13.11.34 (arachidonate 5-lipoxygenase) inhibitor. It is a member of phthalazines, a tertiary amino compound and a member of monochlorobenzenes. CN1CCCC(CC1)N2C(=O)C3=CC=CC=C3C(=N2)CC4=CC=C(C=C4)Cl